N=1C=NN2C1C=C(C=C2)OC2=C(C=C(C=C2)NC2=NC=NC1=CC=3OC[C@@H]4NCCN(C3N=C12)C4)C (10R)-N-(4-([1,2,4]triazolo[1,5-a]pyridin-7-yloxy)-3-methylphenyl)-8,9,10,11-tetrahydro-7H-6,10-methanopyrimido[4',5':5,6]pyrido[3,2-b][1,4,7]oxadiazonin-4-amine